2,3,4,5,6,10b,11,12-Octahydro-spiro[4b-aza-chrysen-12,2'-[1,3]dithiolan]-1-on S1C2(SCC1)CC1C3=CC=CC=C3CCN1C=1CCCC(C12)=O